ClC=1C=C(C=NC1C(F)(F)F)N1C(N(C2(C1=O)CCN(CC2)CC2CCOCC2)CC)=O 3-(5-chloro-6-(trifluoromethyl)pyridin-3-yl)-1-ethyl-8-((tetrahydro-2H-pyran-4-yl)methyl)-1,3,8-triazaspiro[4.5]decane-2,4-dione